tetracosyl n-butanoate C(CCC)(=O)OCCCCCCCCCCCCCCCCCCCCCCCC